CN1C(C2=C3C4=C(C=5C=CC=6C(N(C(C7=CC=C(C4=CC=C3C1=O)C5C67)=O)C)=O)C=C2)=O 7,18-dimethyl-7,18-diazaheptacyclo[14.6.2.22,5.03,12.04,9.013,23.020,24]hexacosa-1(23),2,4,9,11,13,15,20(24),21,25-decaene-6,8,17,19-tetrone